F\C(\C(=O)NC=1C(=NC(=CC1C)OC)C)=C/C1=CC=C2C=NNC2=C1OC (Z)-2-Fluoro-3-(7-methoxy-1H-indazol-6-yl)-N-(6-methoxy-2,4-dimethylpyridin-3-yl)acrylamide